N-(2-(2,6-dioxopiperidin-3-yl)-1,3-dioxoisoindolin-5-yl)-3,5-dimethylisoxazole-4-sulfonamide O=C1NC(CCC1N1C(C2=CC=C(C=C2C1=O)NS(=O)(=O)C=1C(=NOC1C)C)=O)=O